(3R)-6-chloro-3,11-dimethyl-10-oxa-2,13,17,18,21-pentaazapentacyclo[13.5.2.18,11.04,9.018,22]tricosa-1(21),4,6,8,15(22),16,19-heptaen-14-one ClC=1C=C2[C@H](NC=3C=CN4N=CC(C(NCC5(OC2=C(C1)C5)C)=O)=C4N3)C